7-cyclopentyl-5-methyl-2-(methylsulfanyl)pyrrolo[2,1-f][1,2,4]triazine C1(CCCC1)C1=CC(=C2C=NC(=NN21)SC)C